N[C@H](C(=O)N[C@H](C(=O)N[C@H](C(=O)OC)C[C@H]1C(NCCC1)=O)CC(C)C)CC1=CC=C(C=C1)F (S)-methyl 2-((S)-2-((S)-2-amino-3-(4-fluorophenyl)propanamido)-4-methylpentanamido)-3-((S)-2-oxopiperidin-3-yl)propanoate